(2R,3S)-3-((5-fluoro-2-(2-methoxy-7-methylquinoxalin-5-yl)benzo[d]thiazol-6-yl)oxy)butan-2-yl (6-(hydroxymethyl)pyridin-3-yl)carbamate OCC1=CC=C(C=N1)NC(O[C@H](C)[C@H](C)OC1=CC2=C(N=C(S2)C2=C3N=CC(=NC3=CC(=C2)C)OC)C=C1F)=O